methyl-5,6-diphenyl-4,7-methano-1H-isoindole-1,3,8(2H)-trione CN1C(C=2C3=C(C(=C(C2C1=O)C3=O)C3=CC=CC=C3)C3=CC=CC=C3)=O